4-(4-Bromobenzyl)tetrahydro-2H-pyran-4-ol BrC1=CC=C(CC2(CCOCC2)O)C=C1